3-(2-(dimethylamino)ethyl)-1H-indol-4-yl acetate C(C)(=O)OC1=C2C(=CNC2=CC=C1)CCN(C)C